methyl 2-((4-(6-((4-cyano-2-fluorobenzyl) oxy) pyridin-2-yl) piperidin-1-yl) methyl)-1-((1-ethyl-1H-imidazol-5-yl) methyl)-1H-benzo[d]imidazole-6-carboxylate C(#N)C1=CC(=C(COC2=CC=CC(=N2)C2CCN(CC2)CC2=NC3=C(N2CC2=CN=CN2CC)C=C(C=C3)C(=O)OC)C=C1)F